FC1=CC(=C(C=C1)C=1C(C(=CN(C1C)C(C)C)C(=O)N)=O)C 5-(4-fluoro-2-methylphenyl)-6-methyl-4-oxo-1-prop-2-ylpyridine-3-carboxamide